2-(4-(trifluoromethyl)pyridin-2-yl)-2,8-diazaspiro[4.5]decan-3-one hydrochloride Cl.FC(C1=CC(=NC=C1)N1CC2(CC1=O)CCNCC2)(F)F